6-fluoro-2,2-dimethyl-2H-benzo[b][1,4]oxazin-3(4H)-one FC1=CC2=C(OC(C(N2)=O)(C)C)C=C1